2-[4-(3,4-dimethoxyphenyl)-3-methyl-1,2-oxazol-5-yl]-5-methoxyphenol COC=1C=C(C=CC1OC)C=1C(=NOC1C1=C(C=C(C=C1)OC)O)C